(2R)-1-({4-[3-(Undecyloxy)phenyl]pyrimidin-2-yl}oxy)propan-2-yl dihydrogen phosphate ammonium salt [NH4+].P(=O)(O[C@@H](COC1=NC=CC(=N1)C1=CC(=CC=C1)OCCCCCCCCCCC)C)(O)O